7-(4-(1-(4-chloro-3-(trifluoromethyl)phenyl-amino)vinylamino)phenoxy)-3-methyl-1H-imidazo[4,5-b]pyridin-2(3H)-one ClC1=C(C=C(C=C1)NC(=C)NC1=CC=C(OC2=C3C(=NC=C2)N(C(N3)=O)C)C=C1)C(F)(F)F